NCCC=CCCN 1,6-diamino-3-hexene